C(C1=CC=CC=C1)N1CCC(CC1)CCNC(=O)N1CCC(CC1)(C1=C(C=CC=C1)OC)O N-[2-(1-benzylpiperidin-4-yl)ethyl]-4-hydroxy-4-(2-methoxyphenyl)piperidine-1-carboxamide